2,2'-azobis(2-ethyl-pentanenitrile) N(=NC(C#N)(CCC)CC)C(C#N)(CCC)CC